lithium carbonate lithium salt [Li+].C([O-])([O-])=O.[Li+]